4,4-bis(4-cyanophenyl)-3-methylheptane C(#N)C1=CC=C(C=C1)C(C(CC)C)(CCC)C1=CC=C(C=C1)C#N